2-Ethyl-carboxylate Isopropyl-3-Oxocyclobutane-1-Carboxylate C(C)(C)OC(=O)C1CC(C1)=O.CCC(=O)O